CN(C=1SC2=C(N1)SC(=N2)C2=NC=C(C=C2O)C=2C=NNC2)C2CCN1CCCC1C2 2-{5-[Methyl(octahydroindolizin-7-yl)amino][1,3]thiazolo[5,4-d][1,3]thiazol-2-yl}-5-(1H-pyrazol-4-yl)pyridin-3-ol